O1CCOCC1 C1,4-dioxane